copper-indium-silver [Ag].[In].[Cu]